C(C=C)(=O)N1[C@H](CN(CC1)C1=NC(=NN2C1=NC=C2CC2=CC=CC1=CC=CC=C21)OC[C@H]2N(CC(C2)(F)F)C)CC#N ((S)-1-propenoyl-4-(2-(((S)-4,4-difluoro-1-methylpyrrolidin-2-yl)methoxy)-7-(naphthalen-1-ylmethyl)imidazo[2,1-F][1,2,4]triazin-4-yl)piperazin-2-yl)acetonitrile